tert-butyl 6-(3-(dimethylamino) acryloyl)-2-azaspiro[3.3]heptane-2-carboxylate CN(C=CC(=O)C1CC2(CN(C2)C(=O)OC(C)(C)C)C1)C